N-(9-((4aR,6R,7R,7aS)-2,2-di-tert-butyl-7-methoxytetrahydro-4H-furo[3,2-d][1,3,2]dioxasilin-6-yl)-9H-purin-6-yl)-N-ethylbenzamide C(C)(C)(C)[Si]1(OC[C@@H]2[C@H](O1)[C@H]([C@@H](O2)N2C1=NC=NC(=C1N=C2)N(C(C2=CC=CC=C2)=O)CC)OC)C(C)(C)C